C(C)[C@@H](C=O)CCCC(CCC=C(C)C)=C |r| (±)-2-ethyl-10-methyl-6-methyleneundec-9-enal